2-chloro-5-[(S)-3-(tetrahydro-pyran-2-yloxy)-pyrrolidone-1-sulfonyl]-pyridine ClC1=NC=C(C=C1)S(=O)(=O)N1C([C@H](CC1)OC1OCCCC1)=O